FC1=CC=C(C=C1)[C@@H](C)N(C(C1=NC=CC(=C1)C1=CC=CC=C1)=O)CCN1CCCC1 (R)-N-(1-(4-Fluorophenyl)ethyl)-4-phenyl-N-(2-(pyrrolidin-1-yl)ethyl)picolinamide